4-(((3s,4r)-4-(aminomethyl)-1-((5-chloropyridin-2-yl)sulfonyl)-4-hydroxypyrrolidin-3-yl)oxy)-2-fluorobenzonitrile NC[C@@]1([C@H](CN(C1)S(=O)(=O)C1=NC=C(C=C1)Cl)OC1=CC(=C(C#N)C=C1)F)O